6,7-dihydro-5H-benzo[7]annulen-3-amine C1=CC(=CC2=C1C=CCCC2)N